(S)-5-cyclopropyl-N-(3-(1-((1-methyl-1H-pyrazolo[3,4-b]pyrazin-6-yl)amino)ethyl)phenyl)thiophene-2-carboxamide C1(CC1)C1=CC=C(S1)C(=O)NC1=CC(=CC=C1)[C@H](C)NC1=CN=C2C(=N1)N(N=C2)C